2-fluoro-3-(trifluoromethyl)sulfolane FC1S(=O)(=O)CCC1C(F)(F)F